N-[(1S)-1-[4-(3-cyclopropyl-1,2,4-oxadiazol-5-yl)phenyl]ethyl]-5-methyl-pyrazolo[1,5-a]pyrimidin-7-amine C1(CC1)C1=NOC(=N1)C1=CC=C(C=C1)[C@H](C)NC1=CC(=NC=2N1N=CC2)C